4-methyl-2-propyl-1,3-oxazol CC=1N=C(OC1)CCC